(3-Methoxy-4-(3-methyl-6-(pyrazolo[1,5-a]pyrimidin-3-yl)-1H-pyrazolo[4,3-c]pyridin-1-yl)phenyl)methanol COC=1C=C(C=CC1N1N=C(C=2C=NC(=CC21)C=2C=NN1C2N=CC=C1)C)CO